[Br-].FC(F)(F)[Zn]C1=CC=CC=C1 trifluoromethyl-phenyl-zinc(II) bromide